NC1=C(C=C(C(=C1)F)F)SC[C@H](C(=O)O)NC(=O)OC(C)(C)C (2S)-3-(2-amino-4,5-difluoro-phenyl)thio-2-(tert-butoxycarbonylamino)propionic acid